methyl (R)-2-amino-2-(4-hydroxyphenyl)acetate hydrochloride Cl.N[C@@H](C(=O)OC)C1=CC=C(C=C1)O